4-amino-5-fluoro-2-methoxybenzoic acid NC1=CC(=C(C(=O)O)C=C1F)OC